N[C@@H](CC(N)=O)C(=O)N[C@@H](C(C)C)C(=O)O Asparaginyl-Valine